N-(3-(2-(bicyclo[2.2.2]octan-1-yl)-5-(2-(((1R,5S,6s)-3,3-dioxido-3-thiabicyclo[3.1.0]hexan-6-yl)amino)pyrimidin-4-yl)thiazol-4-yl)-2-fluorophenyl)-2,6-difluorobenzenesulfonamide C12(CCC(CC1)CC2)C=2SC(=C(N2)C=2C(=C(C=CC2)NS(=O)(=O)C2=C(C=CC=C2F)F)F)C2=NC(=NC=C2)NC2[C@H]1CS(C[C@@H]21)(=O)=O